C(C)O[C@@H](C)C1=NN=C2N1C=C(N=C2)C=2C=NC(=C(C2)F)OC2(CCC2)C(F)(F)F (S)-3-(1-ethoxyethyl)-6-(5-fluoro-6-(1-(trifluoromethyl)cyclobutoxy)pyridin-3-yl)-[1,2,4]triazolo[4,3-a]pyrazine